2,4-dichloro-[1,1-biphenyl]-3-carboxylic acid ClC1=C(C=CC(=C1C(=O)O)Cl)C1=CC=CC=C1